2-(naphthalen-1-yl)-4-phenyl-6-(2-(2'-(pyridin-3-yl)spiro[cyclohexane-1,9'-fluoren]-7'-yl)phenyl)-1,3,5-triazine C1(=CC=CC2=CC=CC=C12)C1=NC(=NC(=N1)C1=CC=CC=C1)C1=C(C=CC=C1)C1=CC=C2C=3C=CC(=CC3C3(C2=C1)CCCCC3)C=3C=NC=CC3